CS(=O)(=O)N1CC(C1)N(C([O-])=O)C=1N=CC2=C(C(=C(C=C2C1)C=1C=NC=2CCCNC2C1C)F)N 1-(Methylsulfonyl)azetidin-3-yl(8-amino-7-fluoro-6-(4-methyl-5,6,7,8-tetrahydro-1,5-naphthyridin-3-yl)isoquinolin-3-yl)carbamate